CC1(C(N(C2=CC=CC(=C12)C=1C=C(C(=O)NC2=CC=C(C=C2)F)C(=CN1)C(F)(F)F)C1=NC=CC=N1)=O)C 2-(3,3-dimethyl-2-oxo-1-(pyrimidin-2-yl)indolin-4-yl)-N-(4-fluorophenyl)-5-(trifluoromethyl)isonicotinamide